C(CN(CC(=O)[O-])CC(=O)[O-])N(CC(=O)[O-])CC(=O)[O-].[Na+].[Na+].[Ca+2].C(C)N1N=NC2=C1C=C(C=C2)C#CC2=C1C=C(N=CC1=C(N=C2)NC)NC(=O)C2CC2 N-(5-((1-ethyl-1H-benzo[d][1,2,3]triazol-6-yl)ethynyl)-8-(methylamino)-2,7-naphthyridin-3-yl)cyclopropanecarboxamide calcium disodium ethylenediaminetetraacetate